ethyl 4-(1,2-epoxyethyl)benzoate C1(CO1)C1=CC=C(C(=O)OCC)C=C1